NC1=CC=C(OC2=C(C=C(C=C2)NC2=CC=CC=C2)Cl)C=C1 4-(4-aminophenoxy)-3-chlorophenyl-aniline